4-(benzo[d]oxazol-2-ylmethoxy)-3-methoxybenzaldehyde O1C(=NC2=C1C=CC=C2)COC2=C(C=C(C=O)C=C2)OC